C(C)(C)(C)OC(C(CC1=C(C=C(C=C1)F)F)N)=O 2-Amino-3-(2,4-difluorophenyl)propanoic acid tert-butyl ester